Methyl (5-fluoro-2-nitrobenzyl)leucinate FC=1C=CC(=C(CN[C@@H](CC(C)C)C(=O)OC)C1)[N+](=O)[O-]